(2-amino-6-(quinolin-3-yl)imidazo[1,2-a]pyridin-3-yl)((1S,2S)-2-fluorocyclopropyl)methanone NC=1N=C2N(C=C(C=C2)C=2C=NC3=CC=CC=C3C2)C1C(=O)[C@H]1[C@H](C1)F